C(C1=CC=CC=C1)NC(=O)C1=CC(=C(C=C1F)Cl)C(=O)NC1=CC=CC=C1 N1-benzyl-4-chloro-6-fluoro-N3-phenylbenzene-1,3-dicarboxamide